4-isobutylcyclohexane-1,2-dicarboxylic acid dilithium salt [Li+].[Li+].C(C(C)C)C1CC(C(CC1)C(=O)[O-])C(=O)[O-]